(±)-3-chloro-4-[3-(4,5-dichloro-1-methyl-1H-indole-2-amido)oxolan-3-yl]benzoic acid ClC=1C=C(C(=O)O)C=CC1[C@]1(COCC1)NC(=O)C=1N(C2=CC=C(C(=C2C1)Cl)Cl)C |r|